FC1=C(C=CC(=C1)F)C(C#CC=O)(CN1N=CN=C1)O 4-(2,4-difluorophenyl)-4-hydroxy-5-(1H-1,2,4-triazol-1-yl)pent-2-ynal